FC1=CC=C(NC2=NC=C(C(=N2)NC2=C(C(=CC=C2)C2=NN(C=N2)C)OC)C(=O)NC([2H])([2H])[2H])C=C1 2-(4-Fluoroanilino)-4-[2-methoxy-3-(1-methyl-1,2,4-triazol-3-yl)anilino]-N-(trideuteriomethyl)pyrimidine-5-carboxamide